5'-methoxy-N-[6-(5-methoxypyridin-2-yl)thiazolo[4,5-b]pyrazin-2-yl]-2',6-Dimethyl-[4,4'-bipyridine]-3-carboxamide COC=1C(=CC(=NC1)C)C1=C(C=NC(=C1)C)C(=O)NC=1SC=2C(=NC=C(N2)C2=NC=C(C=C2)OC)N1